C(=O)O.BrC1=NN(C(=N1)C)CC1=CC=C(C=C1)F 3-bromo-1-(4-fluorobenzyl)-5-methyl-1H-1,2,4-triazole formic acid salt